C(C1=CC=CC=C1)N1CC(C(C(C1)C)(F)F)CN (1-benzyl-4,4-difluoro-5-methylpiperidin-3-yl)methylamine